(R)-4-nitrophenyl (1-phenylethyl) carbonate C(OC1=CC=C(C=C1)[N+](=O)[O-])(O[C@H](C)C1=CC=CC=C1)=O